2-Chloro-3-((1-cyclopropyl-1H-tetrazol-5-yl)thio)quinoxaline ClC1=NC2=CC=CC=C2N=C1SC1=NN=NN1C1CC1